tert-butyl 3-[4-(1-{2-[(tert-butoxycarbonyl)amino]-4-(trifluoromethoxy)benzoyl} piperidin-4-yl)-5-fluoro-1H-pyrrolo[2,3-b]pyridin-2-yl]azetidine-1-carboxylate C(C)(C)(C)OC(=O)NC1=C(C(=O)N2CCC(CC2)C2=C3C(=NC=C2F)NC(=C3)C3CN(C3)C(=O)OC(C)(C)C)C=CC(=C1)OC(F)(F)F